ClC1=CC=C(C(=N1)C(=O)N)O[C@H](C)C=1C=C(C=C2C(C(=C(OC12)C=1C=C2N=CC=NC2=CC1)C)=O)C 6-Chloro-3-[(1R)-1-(3,6-dimethyl-4-oxo-2-quinoxalin-6-yl-chromen-8-yl)ethoxy]pyridine-2-carboxamide